(S)-3-Methyl-4-(9-methyl-2-((4-(pyridin-3-yl)-1H-imidazol-2-yl)ethynyl)-9H-purin-6-yl)morpholine C[C@@H]1N(CCOC1)C1=C2N=CN(C2=NC(=N1)C#CC=1NC=C(N1)C=1C=NC=CC1)C